2-((4-(5-fluoro-4-hydroxypyrimidin-2-yl)cyclohex-3-en-1-yl)methyl)-1-(((S)-oxetane-2-yl)methyl)-1H-thieno[2,3-d]imidazole-5-carboxylic acid methyl ester COC(=O)C1=CC2=C(N=C(N2C[C@H]2OCC2)CC2CC=C(CC2)C2=NC=C(C(=N2)O)F)S1